Lithium carbon 3,3'-dihydroxy-4,4'-diaminobiphenyl OC=1C=C(C=CC1N)C1=CC(=C(C=C1)N)O.[C].[Li]